2,6-dichloro-4-sulfophenol ClC1=C(C(=CC(=C1)S(=O)(=O)O)Cl)O